tert-butyl (5-(4-oxo-5-phenyl-4,5-dihydro-3H-pyrrolo[3,2-d]pyrimidin-7-yl)pyridin-2-yl)carbamate O=C1C2=C(N=CN1)C(=CN2C2=CC=CC=C2)C=2C=CC(=NC2)NC(OC(C)(C)C)=O